FC=1C(=CC2=C(N=C(S2)C2=C3N=CC(=NC3=CC(=C2)C)OC)C1)OCC(COC)OC(NC=1C=NC=CC1)=O pyridin-3-ylcarbamic acid 1-((5-fluoro-2-(2-methoxy-7-methylquinoxalin-5-yl) benzo[d]Thiazol-6-yl) oxy)-3-methoxyprop-2-yl ester